FC1=C(C=C2C=CC=NC2=C1)CNC1C(CC(CC1)NCC=1C=2N(C=CC1)C=CN2)O 2-(((7-Fluoroquinolin-6-yl)methyl)amino)-5-((imidazo[1,2-a]pyridin-8-ylmethyl)amino)-cyclohexan-1-ol